N1=C(C=CC=C1)C1CCCCC(CC1)=O pyridylcyclooctan-6-one